(S)-4-chloro-6'-(2-cyclohexyl-2-(1-methyl-1H-pyrazole-5-carboxamido)acetamido)-2-methyl-[3,3'-bipyridine] 1-oxide ClC1=C(C(=[N+](C=C1)[O-])C)C=1C=NC(=CC1)NC([C@@H](NC(=O)C1=CC=NN1C)C1CCCCC1)=O